C(#N)CC(CCCCC#N)C#N 1,2,6-tricyanohexane